Cl.Cl.FC1=C2C(=NC=NC2=CC(=C1)OCCOC)NC1=CC=C(C=C1)N N1-(5-fluoro-7-(2-methoxyethoxy)quinazolin-4-yl)benzene-1,4-diamine dihydrochloride